5-chloro-6-((2S,4R)-2-methyl-1-(3-methyloxetan-3-yl)piperidin-4-yl)-1-(1-methyl-1H-pyrazol-4-yl)-1H-indazole ClC=1C=C2C=NN(C2=CC1[C@H]1C[C@@H](N(CC1)C1(COC1)C)C)C=1C=NN(C1)C